C(C)(C)(C)OC(=O)N1CC(CC1)N1C(CC(C1)C1=C(C(=CC=C1OCOCC[Si](C)(C)C)Cl)Cl)=O tert-butyl-4-(2,3-dichloro-6-[[2-(trimethylsilyl)ethoxy]methoxy]phenyl)-2-oxo-[1,3'-bipyrrolidine]-1'-carboxylate